BrC1=C(C=C(C(=O)N2CC=3N(CC2)C(N(C3C(=O)NCC3=C(C=CC=C3)N3N=CN=C3)C3=CC=C(C=C3)OCC(F)(F)F)=O)C=C1)Cl 7-(4-bromo-3-chloro-benzoyl)-3-oxo-N-[[2-(1,2,4-triazol-1-yl)phenyl]methyl]-2-[4-(2,2,2-trifluoroethoxy)phenyl]-6,8-dihydro-5H-imidazo[1,5-a]pyrazine-1-carboxamide